3,3,5,5-tetramethylbenzene CC1(CC=CC(C1)(C)C)C